(5-fluoro-5'-hydroxy-2,2'-bis(trifluoromethyl)-[1,1'-biphenyl]-4,4'-diyl)bis(4-aminobenzamide) FC=1C(=CC(=C(C1)C1=C(C=C(C(=C1)O)C1=C(C(=O)N)C=CC(=C1)N)C(F)(F)F)C(F)(F)F)C1=C(C(=O)N)C=CC(=C1)N